CN(CCNC(=O)NC1=NC2=C(N1)C=CC(=C2)C2=C(C=CC(=C2)CC2=NNC(C1=CC=CC=C21)=O)F)C 1-(2-(dimethylamino)ethyl)-3-(5-(2-fluoro-5-((4-oxo-3,4-dihydrophthalazin-1-yl)methyl)phenyl)-1H-benzimidazol-2-yl)urea